ClC=1C(=C(C=CC1)NC1=NC=NC2=CC(=C(C=C12)N)C#C[C@@]1(CN(CC1)C)C)F N4-(3-chloro-2-fluoro-phenyl)-7-[2-[(3R)-1,3-dimethylpyrrolidin-3-yl]ethynyl]-quinazoline-4,6-diamine